N-(3-chlorobenzyl)-2-(4-(2-(dimethylamino)ethyl)piperazin-1-yl)-6-(3,5-dimethylisoxazol-4-yl)-N-methyl-quinazolin-4-amine ClC=1C=C(CN(C2=NC(=NC3=CC=C(C=C23)C=2C(=NOC2C)C)N2CCN(CC2)CCN(C)C)C)C=CC1